6-[2-(3-cyclopropylisoxazol-5-yl)-5-ethylsulfonyl-1-methyl-imidazol-4-yl]-2,2-difluoro-5H-[1,3]dioxolo[4,5-f]isoindol-7-one C1(CC1)C1=NOC(=C1)C=1N(C(=C(N1)N1CC=2C=C3C(=CC2C1=O)OC(O3)(F)F)S(=O)(=O)CC)C